5-chloro-7-oxo-N-[(3R)-oxolan-3-yl]-7,8-dihydro-6H-spiro[[1,3]oxazolo[5,4-f]quinazoline-9,1'-cyclohexane]-2-carboxamide ClC=1C=C2C(=C3C1NC(NC31CCCCC1)=O)OC(=N2)C(=O)N[C@H]2COCC2